FC(C=1C=C2NC=C(C[C@H](N)C(=O)O)C2=CC1)(F)F 6-trifluoromethyl-tryptophan